N-(2-((4-(2-(((1,3-Dimethyl-2-oxo-2,3-dihydro-1H-benzo[d]imidazol-5-yl)methyl)(pyridin-3-ylmethyl)amino)ethyl)phenyl)carbamoyl)-4,5-dimethoxyphenyl)-4-oxo-4H-chromene-2-carboxamide CN1C(N(C2=C1C=CC(=C2)CN(CCC2=CC=C(C=C2)NC(=O)C2=C(C=C(C(=C2)OC)OC)NC(=O)C=2OC1=CC=CC=C1C(C2)=O)CC=2C=NC=CC2)C)=O